C12CNCC(CC1)N2C2=CC=C1C(=N2)CN(C1)C(=O)NC1CCC(CC1)(F)F 2-(3,8-diazabicyclo[3.2.1]oct-8-yl)-N-(4,4-difluorocyclohexyl)-5,7-dihydro-6H-pyrrolo[3,4-b]pyridine-6-carboxamide